Cl.NC1(CC(C1)NC(=O)N1[C@H](C2=CC=CC=C2CC1)C1=CC=C(C=C1)F)C (S)-N-(cis-3-amino-3-methylcyclobutyl)-1-(4-fluorophenyl)-3,4-dihydroisoquinoline-2(1H)-carboxamide hydrochloride